S1C=NC(=C1)C=1C(=NC=CC1)N1CCN(CC1)[C@H]1CC2(CNC2)CC1 (6R)-6-{4-[3-(1,3-thiazol-4-yl)pyridin-2-yl]piperazin-1-yl}-2-azaspiro[3.4]octane